1-[4-[1-[2-[1-(3-Chloro-2-methylphenyl)piperidin-1-ium-4-yl]ethyl]-5,6-dihydro-4H-cyclopenta[c]pyrazol-3-carbonyl]piperazin-1-yl]-2-hydroxyethanon ClC=1C(=C(C=CC1)[NH+]1CCC(CC1)CCN1N=C(C2=C1CCC2)C(=O)N2CCN(CC2)C(CO)=O)C